((2s,5r)-5-(8-amino-1-(4-(2,3-difluorophenoxy)phenyl)imidazo[1,5-a]pyrazin-3-yl)tetrahydro-2H-pyran-2-yl)methanol NC=1C=2N(C=CN1)C(=NC2C2=CC=C(C=C2)OC2=C(C(=CC=C2)F)F)[C@H]2CC[C@H](OC2)CO